N-arachidonoyl-ethanolamine C(CCC\C=C/C\C=C/C\C=C/C\C=C/CCCCC)(=O)NCCO